ethyl (R)-11-chloro-3,3-dimethyl-8-oxo-12-(((trifluoromethyl)sulfonyl)oxy)-2,3,8,13b-tetrahydro-1H-pyrido[2,1-a]pyrrolo[1,2-c]phthalazine-7-carboxylate ClC=1C(=CC=2[C@@H]3N(N4C(C2C1)=CC(C(=C4)C(=O)OCC)=O)C(CC3)(C)C)OS(=O)(=O)C(F)(F)F